6-(2,5-Dihydroxy-3-sulfobenzamido)pyridin OC1=C(C(=O)NC2=CC=CC=N2)C=C(C=C1S(=O)(=O)O)O